Cl.COC=1C=C2C(C(=CNC2=C(C1N1C[C@H]2NCCC[C@H]2C1)OC)C(=O)O)=O 1,4-dihydro-6,8-dimethoxy-7-[(4aS,7aS)-octahydro-6H-pyrrolo[3,4-b]pyridin-6-yl]-4-oxo-3-quinolinecarboxylic acid hydrochloride